F[C@@H]1[C@@]2(C[C@@H]([C@](C[C@H]1OC=1N=CC(=NC1)C1=C(C=C(C=C1)N1C=NC=C1)O)(N2)C)F)C 2-(5-(((1s,2r,3r,5s,6s)-2,6-difluoro-1,5-dimethyl-8-azabicyclo[3.2.1]oct-3-yl)oxy)pyrazin-2-yl)-5-(1H-imidazol-1-yl)phenol